FC1=C(C=CC(=C1)OC1=NC=CC(=N1)C)C=1N=C(C2=C(N1)N(C(=C2)C2=CC=C(C=C2)N)C)N (2-fluoro-4-((4-methylpyrimidine-2-yl)oxy)phenyl)-7-methyl-6-(4-aminophenyl)-7H-pyrrolo[2,3-d]pyrimidine-4-amine